6-(2-fluorophenoxy)-8-methyl-2-{[1-(methylsulfonyl)piperidin-4-yl]amino}pyrido[2,3-d]pyrimidin-7(8H)-one FC1=C(OC2=CC3=C(N=C(N=C3)NC3CCN(CC3)S(=O)(=O)C)N(C2=O)C)C=CC=C1